5-{7-[1-(cyclopropanesulfonyl)-1,2,3,6-tetrahydropyridin-4-yl]-1-fluoro-3-hydroxynaphthalen-2-yl}-1λ6,2,5-thiadiazolidine-1,1,3-trione C1(CC1)S(=O)(=O)N1CCC(=CC1)C1=CC=C2C=C(C(=C(C2=C1)F)N1CC(NS1(=O)=O)=O)O